C(C)(=O)OCC(COC(C)=O)(COCCC(=O)OC(C)(C)C)COC(C)=O 2-(acetoxymethyl)-2-((3-(tert-butoxy)-3-oxopropoxy)methyl)propane-1,3-diyl diacetate